tert-butyl 4-[[2,6-dimethoxy-4-(2-methyl-1-oxo-2,7-naphthyridin-4-yl)phenyl]methyl]piperazine-1-carboxylate COC1=C(C(=CC(=C1)C1=CN(C(C2=CN=CC=C12)=O)C)OC)CN1CCN(CC1)C(=O)OC(C)(C)C